CN1CCN(CC1)C=1C=C(C=C(C1)C(F)(F)F)C1=NC2=C(N1)C=CC(=C2)N 2-(3-(4-methylpiperazin-1-yl)-5-(trifluoromethyl)phenyl)-1H-benz[d]imidazol-5-amine